1-methylimidazole-1-ium C[N+]1=CNC=C1